C1(CC1)C1=C(C=CC(=N1)C(=O)NC1=CC(=CC=C1)[C@@H](CC1=NN=CN1C)C)C=O (R)-6-cyclopropyl-5-formyl-N-(3-(1-(4-methyl-4H-1,2,4-triazol-3-yl)propan-2-yl)phenyl)pyridinecarboxamide